BrC1=CC=2N(C=C1)N=CC2N2C(NC(CC2)=O)=O 1-(5-bromopyrazolo[1,5-a]pyridin-3-yl)dihydropyrimidine-2,4(1H,3H)-dione